N1(CCNCC1)C=1C2=C(N=C(N1)OCCN1CCCCC1)CNCC2 4-piperazin-1-yl-2-[2-(1-piperidyl)ethoxy]-6,8-dihydro-5H-pyrido[3,4-d]pyrimidine